NC1=NC=2C=NC(=CC2C2=C1COC2)C(=O)N2[C@H](COCC2)C=2C=NC(=CC2)C (4-amino-1,3-dihydrofuro[3,4-c][1,7]naphthyridin-8-yl)-[(3S)-3-(6-methyl-3-pyridyl)morpholin-4-yl]methanone